C(CCC)N(C1=CC=NC=C1)CCCC 4-(dibutylamino)pyridine